methyl 3-(5-(2,5-difluoro-4-methyl-3-(7-(piperazin-1-yl)imidazo[1,2-a]pyridine-3-carboxamido)phenyl)-1,2,4-oxadiazol-3-yl)azetidine-1-carboxylate FC1=C(C=C(C(=C1NC(=O)C1=CN=C2N1C=CC(=C2)N2CCNCC2)C)F)C2=NC(=NO2)C2CN(C2)C(=O)OC